FC=1C(=CC2=C(OC3(CC3)C(N2)=O)C1)C1=C(C(=C(C(=C1F)F)F)F)F 7-fluoro-3-oxo-6-(perfluorophenyl)spiro-[benzo[b][1,4]oxazine-2,1'-cyclopropan]